C(CCCC)C=1C=[13C]([13CH]=[13C]([13CH]1)O)O 5-Pentyl(1,2,3,6-13C4)cyclohexa-1,3,5-triene-1,3-diol